8-chloro-N-(3-cyanooxetan-3-yl)-3-(5-(difluoromethyl)-1,3,4-thiadiazole-2-yl)-N-(2,4-dimethoxybenzyl)imidazo[1,5-a]pyridine-6-sulfonamide ClC=1C=2N(C=C(C1)S(=O)(=O)N(CC1=C(C=C(C=C1)OC)OC)C1(COC1)C#N)C(=NC2)C=2SC(=NN2)C(F)F